ClC=1C(=C(SC1Cl)C(=O)OC(C)(C)C)OCC(=O)OCC tert-butyl 4,5-dichloro-3-(2-ethoxy-2-oxo-ethoxy)thiophene-2-carboxylate